S1N=CC(=C1)C=O (isothiazol-4-yl)methanone